dibenzo{b,d}furan-2-amine C1=C(C=CC=2OC3=C(C21)C=CC=C3)N